NC=1N(C(C=2C=CC(=NC2C1C#N)C(=O)O)=O)C1=C(C(=CC=C1C)OC)C 7-Amino-8-cyano-6-(3-methoxy-2,6-dimethylphenyl)-5-oxo-5,6-dihydro-1,6-naphthyridine-2-carboxylic acid